(2r,4r)-N1-(5-chloropyridin-2-yl)-N2-(5-((S)-3-cyclopropyl-1-(methylamino)-1-(2-methylpyridin-4-yl)propyl)-2-fluorophenyl)-4-methoxypyrrolidine-1,2-dicarboxamide ClC=1C=CC(=NC1)NC(=O)N1[C@H](C[C@H](C1)OC)C(=O)NC1=C(C=CC(=C1)[C@@](CCC1CC1)(C1=CC(=NC=C1)C)NC)F